6-((1R,2R)-2-(4,6-bis(difluoromethyl)pyrimidin-2-yl)cyclobutyl)-4-oxo-1-((R)-1-(6-(trifluoromethyl)pyridin-3-yl)ethyl)-4,5-dihydro-1H-pyrazolo[3,4-d]pyrimidine-3-carbonitrile FC(C1=NC(=NC(=C1)C(F)F)[C@H]1[C@@H](CC1)C=1NC(C2=C(N1)N(N=C2C#N)[C@H](C)C=2C=NC(=CC2)C(F)(F)F)=O)F